glycidyl-mannitol C(C1CO1)C([C@@H](O)[C@@H](O)[C@H](O)[C@H](O)CO)O